1-methyl-3-(2-oxopyridin-1(2H)-yl)-1H-indole-6-carboxylic acid CN1C=C(C2=CC=C(C=C12)C(=O)O)N1C(C=CC=C1)=O